(3-cyclopropyl-4-hydroxyquinolin-7-yl)((3R,3'R)-3'-hydroxy-1,4-dihydro-1'H,2H-spiro[isoquinoline-3,4'-piperidin]-1'-yl)methanone C1(CC1)C=1C=NC2=CC(=CC=C2C1O)C(=O)N1C[C@H]([C@@]2(CC1)NCC1=CC=CC=C1C2)O